NC1=C(C=C(C(=N1)F)C1=NC(=C(C=C1)N1CCOCC1)CN1CCC1)C=1C=C2CCNC(C2=CC1)=O 6-(6'-amino-6-(azetidin-1-ylmethyl)-2'-fluoro-5-morpholino-[2,3'-bipyridin]-5'-yl)-3,4-dihydroisoquinolin-1(2H)-one